CN1N=CC(=C1C1=NC(=NC=C1F)N1CCC(CC1)C(=O)NCC1=C(N=C(S1)C)C)C 1-(4-(1,4-dimethyl-1H-pyrazol-5-yl)-5-fluoropyrimidin-2-yl)-N-((2,4-dimethylthiazol-5-yl)methyl)piperidine-4-carboxamide